(6S,7S)-6-fluoro-12-hydroxy-6-methyl-1,11-dioxo-N-(2,4,6-trifluorobenzyl)-1,4,5,6,7,11-hexahydro-3H-2,7-methanopyrido[1,2-a][1,4]diazonine-10-carboxamide F[C@]1(CCCN2C(C=3N([C@H]1C2)C=C(C(C3O)=O)C(=O)NCC3=C(C=C(C=C3F)F)F)=O)C